NC=1SN=C2N(C(N(C(C21)=O)C2CCC1(CC(C1)N(C(=O)N)C)CC2)=O)CCCC 1-((2S,4s,7S)-7-(3-Amino-7-butyl-4,6-dioxo-6,7-dihydroisothiazolo[3,4-d]pyrimidin-5(4H)-yl)spiro[3.5]nonan-2-yl)-1-methylurea